N-(3-bromo-5-cyanophenyl)-4-(4-(3-fluorophenyl)-1H-1,2,3-triazol-1-yl)-5-hydroxy-N-((1S,2S)-2-hydroxycyclopentyl)-6-(hydroxymethyl)-3-methoxytetrahydro-2H-pyran-2-carboxamide BrC=1C=C(C=C(C1)C#N)N(C(=O)C1OC(C(C(C1OC)N1N=NC(=C1)C1=CC(=CC=C1)F)O)CO)[C@@H]1[C@H](CCC1)O